(2S)-2-amino-2-(3-(tetrahydrofuran-2-yl)phenyl)ethan-1-ol N[C@H](CO)C1=CC(=CC=C1)C1OCCC1